The molecule is the ammonium salt of nitric acid. It has a role as a fertilizer, an explosive and an oxidising agent. It is an inorganic molecular entity, an ammonium salt and an inorganic nitrate salt. [NH4+].[N+](=O)([O-])[O-]